(S)-4-(8-amino-3-(1-(vinylsulfonyl)piperidin-2-yl)imidazo[1,5-a]pyrazin-1-yl)-N-(4-propylpyridin-2-yl)benzamide NC=1C=2N(C=CN1)C(=NC2C2=CC=C(C(=O)NC1=NC=CC(=C1)CCC)C=C2)[C@H]2N(CCCC2)S(=O)(=O)C=C